3,5-dichloro-N-(4-(N-(2-bromo-4-fluorophenyl)sulfamoyl)phenyl)benzenesulfonamide ClC=1C=C(C=C(C1)Cl)S(=O)(=O)NC1=CC=C(C=C1)S(NC1=C(C=C(C=C1)F)Br)(=O)=O